CC1=NC(=CC(=N1)N1CCC2(CCN(C2)C2=CN=C3C(=N2)N(N=C3)CC(F)(F)F)CC1)C(F)(F)F 8-[2-methyl-6-(trifluoromethyl)pyrimidin-4-yl]-2-[1-(2,2,2-trifluoroethyl)-1H-pyrazolo[3,4-b]pyrazin-6-yl]-2,8-diazaspiro[4.5]decane